N-(4-(2-amino-5-(1H-pyrazol-4-yl)pyridin-3-yl)-3-fluorophenyl)-3-(4-fluorophenyl)-1-isopropyl-2,4-dioxo-1,2,3,4-tetrahydropyrimidine-5-carboxamide NC1=NC=C(C=C1C1=C(C=C(C=C1)NC(=O)C=1C(N(C(N(C1)C(C)C)=O)C1=CC=C(C=C1)F)=O)F)C=1C=NNC1